(cyclopropylmethoxy)-4-formylbenzoic acid C1(CC1)COC1=C(C(=O)O)C=CC(=C1)C=O